CN1CCN(CC1)C1=CC(=C(C(=O)Cl)C=C1)N(C(C(F)(F)F)=O)C1CCOCC1 4-(4-methylpiperazin-1-yl)-2-(2,2,2-trifluoro-N-(tetrahydro-2H-pyran-4-yl)acetamido)benzoyl chloride